N-((3R)-1-imino-1-oxo-2,3-dihydro-1H-1λ6-thiophen-3-yl)-2-oxo-6-(4-methylphenyl)-1,2-dihydropyridine-3-carboxamide N=S1(C[C@@H](C=C1)NC(=O)C=1C(NC(=CC1)C1=CC=C(C=C1)C)=O)=O